C(C)(C)C1=C(C=CC=C1)NC(=O)C1CC2(CN(C2)C(=O)OC(C)(C)C)C1 tert-butyl 6-((2-isopropylphenyl)carbamoyl)-2-azaspiro[3.3]heptane-2-carboxylate